O[C@]1(C#C)CC[C@H]2[C@@H]3CC[C@H]4CC(C(=C[C@]4(C)[C@H]3CC[C@]12C)N1CCN(CC1)C(=O)[C@H]1N(CCC1)C(=O)C1=NC2=CC=CC=C2C=C1)=O (5α,17α)-17-hydroxy-2-(4-{[(2S)-1-(quinolin-2-ylcarbonyl)pyrrolidin-2-yl]carbonyl}piperazin-1-yl)pregn-1-en-20-yn-3-one